C1(CCC1)NC(=O)C1=CC(=NC=C1OC)OC1=C(C=C(C=C1Cl)N1N=C(C(NC1=O)=O)C(F)F)Cl N-cyclobutyl-2-[2,6-dichloro-4-[6-(difluoromethyl)-3,5-dioxo-1,2,4-triazin-2-yl]phenoxy]-5-methoxy-pyridine-4-carboxamide